FC(=C(OC(C(C(=C(F)F)F)(F)F)(F)F)F)F 1,1,2,4,4,5,5,6,7,7-decafluoro-3-oxa-1,6-heptadiene